3-chlorobicyclo[1.1.1]pentylamine hydrochloride Cl.ClC12CC(C1)(C2)N